4-(glycidoxymethyl)styrene ethyl-4-{4-[(tert-butoxycarbonyl)amino]butanamido}-1-methylimidazole-2-carboxylate C(C)OC(=O)C=1N(C=C(N1)NC(CCCNC(=O)OC(C)(C)C)=O)C.C(C1CO1)OCC1=CC=C(C=C)C=C1